(R)-3-Ethyl-6-fluoro-2-(1-(4-methyl-1,4-diazepan-1-yl)butyl)quinazolin-4(3H)-one C(C)N1C(=NC2=CC=C(C=C2C1=O)F)[C@@H](CCC)N1CCN(CCC1)C